CC1(OC(C=2C(=C3C4=C(C(OC3=CC2CCCCC)(C)C)C=CC(=C4)C)O1)=O)C=C(C)C 2,8,8,11-tetramethyl-2-(2-methylprop-1-en-1-yl)-5-pentyl-4H,8H-benzo[c][1,3]dioxino[4,5-f]chromen-4-one